FC1(CC(C1)CN1N=CC(=C1)C1=NC2=C(C(=CC=C2N=C1)OC=1C=CC2=C(NC(=N2)C)C1F)C=1COCC1)F 2-{1-[(3,3-difluorocyclobutyl)methyl]-1H-pyrazol-4-yl}-8-(2,5-dihydrofuran-3-yl)-7-[(7-fluoro-2-methyl-1H-1,3-benzodiazol-6-yl)oxy]quinoxaline